[Ca+2].FC(C(=O)[O-])=C.FC(C(=O)[O-])=C 2-fluoroacrylate calcium